(3-(2-methyl-2H-pyrazolo[3,4-b]pyridin-5-yl)-6-quinoxalinyl)(6-oxa-3-azabicyclo[3.1.1]heptan-3-yl)methanone CN1N=C2N=CC(=CC2=C1)C=1C=NC2=CC=C(C=C2N1)C(=O)N1CC2OC(C1)C2